methyl ((3-methyloxetan-3-yl)methyl) fumarate C(\C=C\C(=O)OCC1(COC1)C)(=O)OC